(S)-3-(2-benzyl-3-chloro-7-oxo-2,4,5,7-tetrahydro-6H-pyrazolo[3,4-c]pyridin-6-yl)-5-methyl-2,3,7,8,9,10-hexahydronaphtho[2,3-b][1,4]oxazepin-4(5H)-one C(C1=CC=CC=C1)N1N=C2C(N(CCC2=C1Cl)[C@@H]1C(N(C2=C(OC1)C=C1CCCCC1=C2)C)=O)=O